COC=1C=C(C=CC1)N1C=CC2=C1N=CNC2=O 7-(3-methoxyphenyl)-3,7-dihydro-4H-pyrrolo[2,3-d]pyrimidin-4-one